CC[Pt](C)(C)C1C=CC=C1 Methyl-cyclopentadienyl-trimethylplatinum